C(CCC)C1(C=CC)CC=C(C=C1)CCCC para-di(n-butyl)(methyl)styrene